C(C)C(C(=O)O)CC.C(CCC)(=O)OCC ETHYL BUTYRATE (ethyl butanoate)